ClC1=NC(=NC(=N1)Cl)NC1(C(C=C(C=C1)C)Cl)CCCCS(=O)(=O)O N-(4,6-dichloro-1,3,5-triazin-2-yl)-2-chloro-4-methyl-aniline-1-butanesulfonic acid